Tris(2,4,6-trimethoxyphenyl)-phosphin COC1=C(C(=CC(=C1)OC)OC)P(C1=C(C=C(C=C1OC)OC)OC)C1=C(C=C(C=C1OC)OC)OC